2-chloro-N-[5-(2,2-difluoroethoxy)-3-fluoro-6-methoxy-2-pyridyl]quinoline-5-sulfonamide ClC1=NC=2C=CC=C(C2C=C1)S(=O)(=O)NC1=NC(=C(C=C1F)OCC(F)F)OC